FC1=CC=C2C(=CNC2=C1)C(=O)O 6-fluoro-1H-indole-3-carboxylic acid